perfluorodecyl-phosphoric acid FC(C(C(C(C(C(C(C(C(C(F)(F)F)(F)F)(F)F)(F)F)(F)F)(F)F)(F)F)(F)F)(F)F)(OP(O)(O)=O)F